NC1=C(C(=CS1)C1CN(CC1)C(=O)OC(C)(C)C)C#N tert-butyl 3-(5-amino-4-cyano-3-thienyl)pyrrolidine-1-carboxylate